C(C(C(=O)[O-])O)C(=O)C(=O)[O-] The molecule is an oxo dicarboxylate obtained by deprotonation of both carboxy groups of 4-hydroxy-2-oxoglutaric acid. It has a role as a human metabolite and a Saccharomyces cerevisiae metabolite. It is a conjugate base of a 4-hydroxy-2-oxoglutarate(1-).